CC1(OB(OC1(C)C)/C=C/C(=O)OCC)C (E)-ethyl 3-(4,4,5,5-tetramethyl-1,3,2-dioxaborolan-2-yl)acrylate